The molecule is the (R)-oxido diastereomer of L-methionine S-oxide. It has a role as an Escherichia coli metabolite. It is an enantiomer of a D-methionine (S)-S-oxide. It is a tautomer of a L-methionine (R)-S-oxide zwitterion. C[S@@](=O)CC[C@@H](C(=O)O)N